CNCC(C=C)O 1-(methylamino)but-3-en-2-ol